2-chloro-1-((1R,3S)-3-methyl-1-(4-(2-methylmorpholino)phenyl)-1,3,4,9-tetrahydro-2H-pyrido[3,4-b]indol-2-yl)ethan-1-one ClCC(=O)N1[C@@H](C=2NC3=CC=CC=C3C2C[C@@H]1C)C1=CC=C(C=C1)N1CC(OCC1)C